5,7-dithiaundecane-1,11-dithiol C(CCCSCSCCCCS)S